O(C1=CC=CC=C1)[C@@H]1CC[C@H](CC1)C(=O)NN Trans-4-phenoxy-cyclohexanecarboxylic acid hydrazide